CNC1(CC1)C1CN(C1)C=1N=CC(=NC1)C(=O)N 5-(3-(1-(methylamino)cyclopropyl)azetidin-1-yl)pyrazine-2-carboxamide